3-diethylamino-6-n-octylanilino-6-methyl-7-octylanilino-fluoran C(C)N(C=1C=C(NC2=C(N(F)C(C(CCCCC)C)C)C=CC=C2)C(=CC1)CCCCCCCC)CC